ClC1=CC2=C(C=N1)C(=NN2C2=NC(=NC=C2)C(C)(F)F)N2CC1CCCC(C2)N1C 6-chloro-1-(2-(1,1-difluoroethyl)pyrimidin-4-yl)-3-(9-methyl-3,9-diazabicyclo[3.3.1]nonan-3-yl)-1H-pyrazolo[4,3-c]pyridine